CN1N=NC(=C1)C1=C2C=NN(C2=C(C=C1)B1OC(C(O1)(C)C)(C)C)COCC[Si](C)(C)C 4-(1-methyl-1H-1,2,3-triazol-4-yl)-7-(4,4,5,5-tetramethyl-1,3,2-dioxaborolan-2-yl)-1-((2-(trimethylsilyl)ethoxy)methyl)-1H-indazole